(S*)-(3-amino-6,7-dihydropyrano[4,3-c]pyrazol-2(4H)-yl)(6-fluoro-8-methyl-1,2,3,4-tetrahydro-quinolin-4-yl)methanone NC1=C2C(=NN1C(=O)[C@H]1CCNC3=C(C=C(C=C13)F)C)CCOC2 |o1:8|